2-methyl-2-propenoic acid, 2-hydroxybutyl ester CC(C(=O)OCC(CC)O)=C